CC1=CC(=NO1)C(=O)N 5-methylisoxazole-3-carbamide